[1-(4-phenylsulfanylbenzoyl)heptylideneamino]benzoate C1(=CC=CC=C1)SC1=CC=C(C(=O)C(CCCCCC)=NC2=C(C(=O)[O-])C=CC=C2)C=C1